8-(3,7-dimethylocta-2,6-dien-1-yl)-7-hydroxy-2-(4-methoxyphenyl)-2-(2-oxopropyl)-5-pentyl-4H-benzo[d][1,3]dioxin-4-one CC(=CCC1=C(C=C(C2=C1OC(OC2=O)(CC(C)=O)C2=CC=C(C=C2)OC)CCCCC)O)CCC=C(C)C